C(C=C)(=O)OCCOC(NCC(CC(CCNC(OCCOC(C=C)=O)=O)(C)C)C)=O 7,9,9-trimethyl-4,13-dioxo-3,14-dioxa-5,12-diaza-hexadecane-1,16-diol diacrylate